F[C@@H]1C[C@@H](N(C1)C(=O)OC(C)(C)C)C(=O)OC O1-tert-butyl O2-methyl (2R,4R)-4-fluoropyrrolidine-1,2-dicarboxylate